F[C@@H]1C[C@H](CN(C1)C)NC=1N=NC(=C2C1COCC2)C2=C(C=C(C=C2)OC)F N-((3R,5R)-5-fluoro-1-methylpiperidin-3-yl)-1-(2-fluoro-4-methoxyphenyl)-7,8-dihydro-5H-pyrano[3,4-d]pyridazin-4-amine